CC1=CC=C(O1)C1=NC(=NC=C1[N+](=O)[O-])N 4-(5-methyl-2-furyl)-5-nitropyrimidine-2-amine